(Z)-2-(1-(3-Phenoxybenzylidene)-6-(2,2,2-trifluoroethoxy)-1H-inden-3-yl)acetic acid O(C1=CC=CC=C1)C=1C=C(\C=C/2\C=C(C3=CC=C(C=C23)OCC(F)(F)F)CC(=O)O)C=CC1